C(C1=CC=CC=C1)OC([C@H](C)N1CCN(CC1)C(=O)OC(C)(C)C)=O tert-butyl (s)-4-(1-(benzyl oxy)-1-oxopropan-2-yl)piperazine-1-carboxylate